FC1=CC=C(C=C1)N1CC(CC1)O 1-(4-fluorophenyl)pyrrolidin-3-ol